methyl 5-(4-((7-ethyl-6-oxo-5,6-dihydro-1,5-naphthyridin-3-yl)methyl)piperazin-1-yl)picolinate C(C)C=1C(NC=2C=C(C=NC2C1)CN1CCN(CC1)C=1C=CC(=NC1)C(=O)OC)=O